BrC1=CC=C2C(=C(C(=NC2=C1F)OC[C@]12CCCN2C[C@@H](C1)F)C#N)C=1CN(CC1)C(=O)OC(C)(C)C Tert-butyl 3-(7-bromo-3-cyano-8-fluoro-2-(((2R,7aS)-2-fluorohexahydro-1H-pyrrolizin-7a-yl) methoxy) quinolin-4-yl)-2,5-dihydro-1H-pyrrole-1-carboxylate